BrC1=CC2=C(OC[C@H](CN2C)NC(C2=CC=CC=C2)(C2=CC=CC=C2)C2=CC=CC=C2)C=C1 (S)-7-bromo-5-methyl-3-(tritylamino)-2,3-dihydrobenzo[b][1,4]oxazepin